N-[2-(hydroxymethyl)-3-[4-(trifluoromethyl)phenyl]propyl]-2-(2-pyridyl)morpholine-4-carboxamide OCC(CNC(=O)N1CC(OCC1)C1=NC=CC=C1)CC1=CC=C(C=C1)C(F)(F)F